COC1=CC=C(CN(C=2N=CN(C(C2C(=O)OC)=O)C2=C(C=C(C=C2Cl)[N+](=O)[O-])Br)CC2=CC=C(C=C2)OC)C=C1 methyl 4-(bis(4-methoxybenzyl)amino)-1-(2-bromo-6-chloro-4-nitrophenyl)-6-oxo-1,6-dihydropyrimidine-5-carboxylate